C(C1=CC=CC=C1)OC1=NC(=CC=C1C1=CC(=C(C=C1)N1C(CC(CC1)CO)C)F)OCC1=CC=CC=C1 (1-(4-(2,6-bis(benzyloxy)pyridin-3-yl)-2-fluorophenyl)-2-methylpiperidin-4-yl)methanol